ethyl (6R)-6-[4-(6-fluoro-5-hydroxy-3-pyrazin-2-yl-2-pyridyl)piperazin-1-yl]-2-azaspiro[3.4]octane-2-carboxylate FC1=C(C=C(C(=N1)N1CCN(CC1)[C@H]1CC2(CN(C2)C(=O)OCC)CC1)C1=NC=CN=C1)O